N(N)C1=NC=C(C=C1)N1N=CC(=C1)C1=CC=CC=C1 2-hydrazino-5-(4-phenyl-1H-pyrazol-1-yl)pyridine